C(C)C1=C(C(=CC=C1)CC)N1C(C(=C(C1=O)Cl)Cl)=O N-(2,6-diethylphenyl)2,3-dichloromaleimide